[I-].C(C)OC1=NC=NC=N1 ethoxy-1,3,5-triazine iodide